6-(4-(N-2-nitrobenzoyl)aminophenyl)hexanoic acid [N+](=O)([O-])C1=C(C(=O)NC2=CC=C(C=C2)CCCCCC(=O)O)C=CC=C1